tert-butyl (S)-4-((4-([1,2,4]triazolo[1,5-a]pyridin-7-yloxy)-2-fluorophenyl)amino)-6a,7,9,10-tetrahydropyrazino[1',2':4,5][1,4]oxazino[2,3-f]quinazoline-8(6H)-carboxylate N=1C=NN2C1C=C(C=C2)OC2=CC(=C(C=C2)NC2=NC=NC1=CC=C3C(=C21)OC[C@H]2N3CCN(C2)C(=O)OC(C)(C)C)F